OC(=O)[C@@H](C)C1=CC(C(=O)C2=CC=CC=C2)=CC=C1 (s)-ketoprofen